Ethylendiamintetraacetat C(CN(CC(=O)[O-])CC(=O)[O-])N(CC(=O)[O-])CC(=O)[O-]